C1(=CC=CC=C1)[SiH](CCCCC(C)=O)CCC[Si](C)(C)C 6-(phenyl(3-(trimethylsilyl)propyl)silyl)hexan-2-one